COC(=O)C=1C=C(C=C(C1)C(=O)OC)N=C=O 3,5-bis(methoxycarbonyl)phenyl isocyanate